ClC=1C=C(C=C(C1)NS(=O)(=O)CC)NC(=O)C=1SC=C(C1)C1=NC=CC=C1C N-(3-chloro-5-(ethylsulfonamido)phenyl)-4-(3-methylpyridin-2-yl)thiophene-2-carboxamide